N-[(3,5-difluoropyridin-2-yl)methyl]-2-(3-propyl[1,4'-bipiperidin]-1'-yl)-1,3-thiazole-5-carboxamide FC=1C(=NC=C(C1)F)CNC(=O)C1=CN=C(S1)N1CCC(CC1)N1CC(CCC1)CCC